4-(2-propargyloxyphenyl)methylene-2,6-di-tert-butyl-2,5-cyclohexadiene-1-one C(C#C)OC1=C(C=CC=C1)C=C1C=C(C(C(=C1)C(C)(C)C)=O)C(C)(C)C